COC1=CC=C(C=C1)N(C(CCC1=C(C(=CC=C1)OC)OC)=O)C N-(4-methoxyphenyl)-N-methyl-3-(dimethoxyphenyl)propanamide